1-(benzo[d]thiazol-5-yl)-N-methylpropan-2-amine S1C=NC2=C1C=CC(=C2)CC(C)NC